C(C)/C(/CCCC)=C/OCCOCCOCCOC=C(CCCC)CC (Z)-5,18-diethyl-7,10,13,16-tetraoxadocosa-5,17-diene